ClC1=NC=C(C(=N1)N[C@H]1[C@@H](CC1)COC=1C(=NN(C1[N+](=O)[O-])C1CCC1)C)C(F)(F)F |r| 2-Chloro-N-((1R,2R)- and (1S,2S)-2-(((1-cyclobutyl-3-methyl-5-nitro-1H-pyrazol-4-yl)oxy)methyl)cyclobutyl)-5-(trifluoromethyl)pyrimidin-4-amine